(3-aminophenoxy)-3-(2-methyl-1H-benzo[d]imidazol-1-yl)propan-2-ol NC=1C=C(OCC(CN2C(=NC3=C2C=CC=C3)C)O)C=CC1